3-(8-chloronaphthalen-1-yl)-1-((tetrahydro-2H-pyran-4-yl)methyl)-1H-pyrrole-2,5-dione ClC=1C=CC=C2C=CC=C(C12)C=1C(N(C(C1)=O)CC1CCOCC1)=O